BrC=1C=C(C=C(C1)NC1=NC(=NC=C1C1=CC(=CC(=C1)F)C(F)F)NC=1C=NN(C1)C)NC(C=C)=O N-(3-bromo-5-((5-(3-(difluoromethyl)-5-fluorophenyl)-2-((1-methyl-1H-pyrazol-4-yl)amino)pyrimidin-4-yl)amino)phenyl)acrylamide